C(=C(C)C)OCCC[Si](OC)(OC)OC 3-(isobutenyloxy)propyltrimethoxysilicon